ClC=1NC(C2=C(N1)C(=C(N=C2OC[C@H]2NCCC=CC2)Cl)F)=O (S)-2,7-Dichloro-8-fluoro-5-((2,3,6,7-tetrahydro-1H-azepin-2-yl)methoxy)pyrido[4,3-d]pyrimidin-4(3H)-one